hydroxy-oxo-[4-(4-oxo-1-piperidinyl)phenyl]ammonium O[N+](C1=CC=C(C=C1)N1CCC(CC1)=O)=O